FC1=C(C=CC(=C1F)OC)C1=CN=C(N1C)C(=O)NC1=CC(=C(C(=O)N2CCN(CC2)C(=O)OC(C)(C)C)C=C1)C tert-butyl 4-(4-(5-(2,3-difluoro-4-methoxyphenyl)-1-methyl-1H-imidazole-2-carboxamido)-2-methylbenzoyl)piperazine-1-carboxylate